barium eicosanate C(CCCCCCCCCCCCCCCCCCC)(=O)[O-].[Ba+2].C(CCCCCCCCCCCCCCCCCCC)(=O)[O-]